ClC1=CC=C(C=C1)C=1OC2=C(N1)C=CC(=N2)C2=CC=C(C=C2)C=2C=NC=CC2 2-(4-chlorophenyl)-6-(4-pyridin-3-yl-phenyl)-7-azabenzoxazole